bromoethylamine hydrobromide salt Br.BrCCN